3-(3-aminopropionylamino)-6-(4-methylpyridin-3-yl)isoquinolin-8-ylcarbamic acid tert-butyl ester C(C)(C)(C)OC(NC=1C=C(C=C2C=C(N=CC12)NC(CCN)=O)C=1C=NC=CC1C)=O